3-(3-chloro-4-((1S,2S)-2-(5-fluoropyridin-3-yl)cyclopropyl)-5',6-dimethyl-2-oxo-2H-[1,4'-bipyridin]-2'-yl)-2-fluorobenzoic acid ClC=1C(N(C(=CC1[C@@H]1[C@H](C1)C=1C=NC=C(C1)F)C)C1=CC(=NC=C1C)C=1C(=C(C(=O)O)C=CC1)F)=O